(2-amino-1,3-thiazol-4-yl)(difluoro)acetic acid ethyl ester C(C)OC(C(F)(F)C=1N=C(SC1)N)=O